3-(benzylamino)-3-oxo-propionic acid C(C1=CC=CC=C1)NC(CC(=O)O)=O